2,4,4-trimethylpentyldithiophosphinic acid CC(CP(S)=S)CC(C)(C)C